1-phenyl-2,3-dihydroquinolin C1(=CC=CC=C1)N1CCCC2=CC=CC=C12